(3R)-4-[5-fluoro-2-(1-fluoro-6-{1-[2-methoxy-1-(oxan-4-yl)ethyl]azetidin-3-yl}-3-methylimidazo[1,5-a]pyridin-8-yl)benzoyl]-3-methylmorpholine FC=1C=CC(=C(C(=O)N2[C@@H](COCC2)C)C1)C=1C=2N(C=C(C1)C1CN(C1)C(COC)C1CCOCC1)C(=NC2F)C